C[C@]12CC[C@H]3[C@H]([C@@H]1CCC2=O)CCC4=CC(=O)C[C@@H]([C@]34C)O The molecule is an androstanoid that is androst-4-ene-3,17-dione in which the hydrogen at the 1alpha position has been replaced by a hydroxy group. It is a 3-oxo-Delta(4) steroid, an androstanoid, a 17-oxo steroid and a 1-hydroxy steroid. It derives from an androst-4-ene-3,17-dione.